L-rhamnosyl-β-hydroxydecanoyl-β-hydroxydecanoate C1([C@H](O)[C@H](O)[C@@H](O)[C@@H](O1)C)C(C(=O)[O-])(C(CCCCCCC)O)C(C(CCCCCCCC)O)=O